Methyl 4-((4-(2-(bis((5-methoxypyridin-3-yl)methyl)amino)ethyl)phenyl)carbamoyl)-3-(4-oxo-4H-chromene-2-carboxamido)benzoate COC=1C=C(C=NC1)CN(CCC1=CC=C(C=C1)NC(=O)C1=C(C=C(C(=O)OC)C=C1)NC(=O)C=1OC2=CC=CC=C2C(C1)=O)CC=1C=NC=C(C1)OC